(5S)-2-[(5-Fluoropyridin-2-yl)methyl]-3-oxo-2,3,5,6,7,8-hexahydro[1,2,4]triazolo[4,3-a]pyridin FC=1C=CC(=NC1)CN1N=C2N(CCCC2)C1=O